tris(2,4-dimethoxyphenyl)phosphine methyl-(2R,7aS)-2-fluoro-6-hydroxytetrahydro-1H-pyrrolizine-7a(5H)-carboxylate COC(=O)[C@]12CC(CN2C[C@@H](C1)F)O.COC1=C(C=CC(=C1)OC)P(C1=C(C=C(C=C1)OC)OC)C1=C(C=C(C=C1)OC)OC